3,4,4-trifluorobut-3-en-1-yl 2-(3,5-bis(trifluoromethyl)-1H-pyrazol-1-yl)acetate FC(C1=NN(C(=C1)C(F)(F)F)CC(=O)OCCC(=C(F)F)F)(F)F